(S)-1-(1-cyclopropylazetidin-3-yl)-3-(isoquinolin-4-yl)-2-oxoimidazoline-4-carbonitrile C1(CC1)N1CC(C1)N1C(N([C@@H](C1)C#N)C1=CN=CC2=CC=CC=C12)=O